O(S(=O)(=O)C(F)(F)F)C1=CC=CC=2[Se]C(=C(C21)C#N)NC(=O)OC(C)(C)C 2-((tert-butoxycarbonyl) amino)-3-cyanobenzo[b]selenophen-4-yl triflate